FC=1C(=NC=CC1C=1C=NC=CC1C)C(=O)NC1=NC=CC=C1 3'-Fluoro-4-methyl-N-(pyridin-2-yl)-[3,4'-bipyridine]-2'-carboxamide